BrC=1N(N=C2C=C(C=CC12)C1=CC(=CC=C1)C(F)(F)F)CCCN(C)C 3-(3-bromo-6-(3-trifluoromethylphenyl)-2H-indazol-2-yl)-N,N-dimethylpropan-1-amine